4-(3-((ethyldimethylsilyl)methyl)[1,2,4]triazolo[4,3-a]pyridin-7-yl)-N-(1-methyl-1H-pyrazol-5-yl)pyrimidin-2-amine C(C)[Si](C)(C)CC1=NN=C2N1C=CC(=C2)C2=NC(=NC=C2)NC2=CC=NN2C